3-chloro-1-ethyl-5-(2,2,2-trifluoro-1-hydroxyethyl)-6-(2,4,6-trifluorophenyl)pyridin-2(1H)-one ClC=1C(N(C(=C(C1)C(C(F)(F)F)O)C1=C(C=C(C=C1F)F)F)CC)=O